ClC=1C=NN(C1CC1N(C(C2=CC=C(C=C12)N1CCOCC1)=O)CC1CC2(C1)OC(NC2)=O)C 2-((3-((4-chloro-1-methyl-1H-pyrazol-5-yl)methyl)-5-morpholino-1-oxoisoindolin-2-yl)methyl)-5-oxa-7-azaspiro[3.4]octan-6-one